C(C)(=O)C1=C(C=CC(=C1)C=O)C1=CC=CC=C1 acetyl-4-formyl-[1,1'-biphenyl]